O1CC(C1)C1=NC=C2N1C=CC(=C2)C(=O)[O-].[Na+] sodium 3-(oxetan-3-yl)imidazo[1,5-a]pyridine-7-carboxylate